ClC1=NC=CC(=N1)C=1C=CC2=C(CCCCC2NC(=O)N2CC(C2)OC(C)C)C1 N-(2-(2-chloropyrimidin-4-yl)-6,7,8,9-tetrahydro-5H-benzo[7]annulen-5-yl)-3-isopropoxyazetidine-1-carboxamide